Cl.C(C1=CC=CC=C1)C1=CC=C2C(CN(C2=C1)C(CN1[C@H](CN[C@@H](C1)C)COC)=O)(C1=NC=CC=C1)C 1-[6-Benzyl-3-methyl-3-(pyridin-2-yl)-2,3-dihydro-1H-indol-1-yl]-2-[(2R,5R)-2-(methoxymethyl)-5-methylpiperazin-1-yl]ethan-1-one hydrochloride